(S,R) or (S,S)-2-(2-hydroxypropan-2-yl)-N'-((3-methyl-1,2,3,5,6,7-hexahydrodicyclopenta[b,e]pyridin-8-yl)carbamoyl)thiazole-5-sulfonimidamide OC(C)(C)C=1SC(=CN1)[S@](=O)(N)=NC(NC1=C2C(=NC3=C1CCC3)[C@@H](CC2)C)=O |o1:24|